(S)-2-((((9H-fluoren-9-yl)methoxy)carbonyl)amino)-3-(1,5-naphthyridin-3-yl)propanoic acid C1=CC=CC=2C3=CC=CC=C3C(C12)COC(=O)N[C@H](C(=O)O)CC=1C=NC2=CC=CN=C2C1